OCCN1CC(OC(C1)CCCCCC(=O)OC(CCCCCCCC)CCCCCCCC)CCCCCC(=O)[O-] 6-{4-(2-hydroxyethyl)-6-[5-(1-octylnonyloxycarbonyl)pentyl]-2-morpholinyl}hexanoate